FC(C=1C(=NC=CN1)C(=O)O)F 3-(difluoromethyl)pyrazine-2-carboxylic Acid